2-(14-bromotetradecyl)isoindoline-1,3-dione BrCCCCCCCCCCCCCCN1C(C2=CC=CC=C2C1=O)=O